5-(6-Cyclopentyl-1H-pyrrolo[2,3-b]pyridin-3-yl)-N-(1-methylpiperidin-4-yl)pyrazolo[1,5-a]pyridine-3-carboxamide C1(CCCC1)C1=CC=C2C(=N1)NC=C2C2=CC=1N(C=C2)N=CC1C(=O)NC1CCN(CC1)C